FC=1C(=C(C=CC1)C1=NC=C2NC(N(C2=N1)CC1=CC=C(C=C1)C=1N(C=C(N1)C)C1COC1)=O)C(C)C 2-(3-fluoro-2-isopropylphenyl)-9-(4-(4-methyl-1-(oxetan-3-yl)-1H-imidazol-2-yl)benzyl)-7,9-dihydro-8H-purin-8-one